hydroxy-propyl-benzophenone OC=1C(=C(C(=O)C2=CC=CC=C2)C=CC1)CCC